C(CCCCCCC\C=C/C\C=C/C\C=C/CC)(=O)OCCN(C(C=CC(NCCOCCN(C)C)=O)=O)CCOC(CCCCCCC\C=C/C\C=C/C\C=C/CC)=O 13-(2-{[(10Z,12Z,15Z)-1-oxooctadeca-9,12,15-trienyl] oxy} ethyl)-2-methyl-9,12-dioxo-5-oxa-2,8,13-triazapentadec-10-en-15-yl (10Z,12Z,15Z)-octadeca-9,12,15-trienoate